(R)-2-(3,5-dichloro-4-((6-hydroxy-[1,1'-biphenyl]-3-yl)methyl)phenoxy)-N-methylpropanamide ClC=1C=C(O[C@@H](C(=O)NC)C)C=C(C1CC=1C=C(C(=CC1)O)C1=CC=CC=C1)Cl